C12(CC3CC(CC(C1)C3)C2)C=2C=C(C=CC2O)C=2C(C(C(=CC2)C=CC(=O)O)C)=NOC 3-[3'-Adamantan-1-yl-4'-hydroxy-2-methoxyimino-methyl-biphenyl-4-yl]-acrylic acid